5-bromo-1-(4-methoxybenzyl)-1H-1,2,4-triazol BrC1=NC=NN1CC1=CC=C(C=C1)OC